1-propyl-1-methylpyrrolidinium bis(trifluoromethylsulfonyl)imide [N-](S(=O)(=O)C(F)(F)F)S(=O)(=O)C(F)(F)F.C(CC)[N+]1(CCCC1)C